C(C)(C)[C@@H]1[C@H](OC1=O)C(=O)O (2S,3R)-3-isopropyl-4-oxo-oxetane-2-carboxylic acid